CC(CN=C=O)(CC(CCN=C=O)C)C 2,2,4-Trimethylhexamethylene diisocyanate